(R)-N-(4-(6-(1-hydroxybutyl)-4-methylpyridin-3-yl)-1-methyl-1H-imidazo[4,5-f]isoquinolin-8-yl)cyclopropanecarboxamide O[C@H](CCC)C1=CC(=C(C=N1)C1=C2C(=C3C=C(N=CC3=C1)NC(=O)C1CC1)N(C=N2)C)C